5-(bromomethyl)-2-(2,6-dioxo-3-piperidyl)isoindoline-1,3-dione BrCC=1C=C2C(N(C(C2=CC1)=O)C1C(NC(CC1)=O)=O)=O